ClC=1C=C2C(=CC(=NC2=CC1)C(F)(F)F)N[C@@H]1C[C@@H](CCC1)NC(=O)C=1C=NN(C1)C1CCCC1 N-[(1R,3S)-3-{[6-chloro-2-(trifluoromethyl)quinolin-4-yl]amino}cyclohexyl]-1-cyclopentyl-1H-pyrazole-4-carboxamide